ClS(C1=NC=C(C=C1)[N+](=O)[O-])(F)(F)(F)F 2-(chlorotetrafluoro-λ6-sulfanyl)-5-nitropyridine